((3R,5R)-3,5-dimethylpiperazin-1-yl)(2-fluoro-4-methoxyphenyl)methanone hydrochloride Cl.C[C@@H]1CN(C[C@H](N1)C)C(=O)C1=C(C=C(C=C1)OC)F